NC1=NC=C(C2=C1C=NN2COCC[Si](C)(C)C)NC(C(=O)N2[C@H](CC[C@@H](C2)C)C2=CC(=CC=C2)C(F)(F)F)=O N-(4-amino-1-((2-(trimethylsilyl)ethoxy)methyl)-1H-pyrazolo[4,3-c]pyridin-7-yl)-2-((2R,5S)-5-methyl-2-(3-(trifluoromethyl)phenyl)piperidin-1-yl)-2-oxoacetamide